BrC1=CC(=C(C=C1F)[C@@H](C)N[S@@](=O)C(C)(C)C)C (S)-N-((R)-1-(4-bromo-5-fluoro-2-methylphenyl)ethyl)-2-methylpropane-2-sulfinamide